C1#COS1(=O)=O acetylenesultone